FC(C)(F)N1C=C(N=CC1=O)C(C(=O)OC)(C)C methyl 2-(4-(1,1-difluoroethyl)-5-oxo-4,5-dihydropyrazin-2-yl)-2-methylpropanoate